N-(4-(1-(cyclopropanecarbonyl)indolin-5-yl)-5-(trifluoromethyl)thiazol-2-yl)-2-(3-(2-(2-((2-(2,6-dioxopiperidin-3-yl)-1,3-dioxoisoindolin-4-yl)amino)ethoxy)ethoxy)phenyl)acetamide C1(CC1)C(=O)N1CCC2=CC(=CC=C12)C=1N=C(SC1C(F)(F)F)NC(CC1=CC(=CC=C1)OCCOCCNC1=C2C(N(C(C2=CC=C1)=O)C1C(NC(CC1)=O)=O)=O)=O